FC(C(=O)N[C@@H](CC1=CC=CC=C1)B(O)O)C(NCC1=CC(=CC=C1)OC(F)(F)F)=O ((1R)-1-(2-fluoro-3-oxo-3-((3-(trifluoromethoxy)benzyl)amino)propionamido)-2-Phenylethyl)boronic acid